propyl α-chloroacrylate ClC(C(=O)OCCC)=C